Methyl 4-((2-formyl-5-methyl-1H-pyrrol-1-yl)methyl)benzoate C(=O)C=1N(C(=CC1)C)CC1=CC=C(C(=O)OC)C=C1